[O-]S(=O)(=O)C(F)(F)F.C(CC)[NH+]1CC(CCC1)C 1-Propyl-3-Methylpiperidinium triflat